[Si](C)(C)(C(C)(C)C)O[C@H]1[C@@H](O[C@@H]([C@H]1O)COC(C1=CC=C(C=C1)OC)(C1=CC=C(C=C1)OC)C1=CC=CC=C1)C=1N=CC2=C(N1)NC=C2 2-O-tert-butyldimethylsilyl-5-O-(4,4'-dimethoxytrityl)-(β-D-ribofuranosyl)-7H-pyrrolo[2,3-d]pyrimidine